CC1(NC[C@@H](C1)C)C (4R)-2,2,4-trimethylpyrrolidine